NC=1C=C(C=C(C1)C(F)(F)F)[C@@H](C)NC1=NC(=NC2=C3C(=C(C=C12)C=1CCN(CC1)C(=O)OC(C)(C)C)CCC3)C tert-butyl (R)-4-(4-((1-(3-amino-5-(trifluoromethyl) phenyl) ethyl) amino)-2-methyl-8,9-dihydro-7H-cyclopenta[H]quinazolin-6-yl)-3,6-dihydropyridine-1(2H)-carboxylate